N-[10-[4-[4-[(2,6-dioxo-3-piperidyl)amino]phenyl]-1-piperidyl]decyl]-5-[rac-(2R)-2-(2,5-difluorophenyl)pyrrolidin-1-yl]pyrazolo[1,5-a]pyrimidine-3-carboxamide O=C1NC(CCC1NC1=CC=C(C=C1)C1CCN(CC1)CCCCCCCCCCNC(=O)C=1C=NN2C1N=C(C=C2)N2[C@H](CCC2)C2=C(C=CC(=C2)F)F)=O |r|